C(CCC)C1=NNC=C1 n-butyl-pyrazole